CC=1C=CC2=C(C3=CC=CC=C3C(=C2C1)OC(=O)CC(C=CCCCCCCCCCCCCCC)C(=O)O)OC(=O)CC(C(=O)O)C=CCCCCCCCCCCCCCC 3-methyl-9,10-bis(2-n-hexadecenyl-2-carboxyethyl)carbonyloxyanthracene